(5-(5-chloro-2-methoxypyridin-4-yl)-1H-pyrazole-3-carbonyl)-N-((1-methyl-1H-benzo[d]imidazol-5-yl)methyl)piperidine-4-carboxamide ClC=1C(=CC(=NC1)OC)C1=CC(=NN1)C(=O)N1CCC(CC1)C(=O)NCC1=CC2=C(N(C=N2)C)C=C1